C(C)C1=C(C=CC(=N1)N)C1=C(SC2=C1C=CC=C2)C 6-ethyl-5-(2-methylbenzothien-3-yl)pyridin-2-amine